carbonic acid ((3aS,4R,6S,6aS)-6-(4-aminopyrrolo[2,1-f][1,2,4]triazin-7-yl)-4-cyano-2,2-dimethyltetrahydrofurano[3,4-d][1,3]dioxol-4-yl) methylphenylethyl ester CC(COC(O[C@]1(O[C@H]([C@@H]2OC(O[C@@H]21)(C)C)C2=CC=C1C(=NC=NN12)N)C#N)=O)C1=CC=CC=C1